ClC1=C(C=C2C(=C(N(C2=C1F)C)C1=NC(=NN1)[C@H](C(F)F)OC)N1C=NC=C1)OC (R)-6-chloro-2-(3-(2,2-difluoro-1-methoxyethyl)-1H-1,2,4-triazol-5-yl)-7-fluoro-3-(1H-imidazol-1-yl)-5-methoxy-1-methyl-1H-indole